CS\C=C(/C)\C(C#N)(C#N)C(=C)C1=CC=C(C=C1)F (E)-2-(1-(methylthio)prop-1-en-2-yl)-2-(1-(p-fluorophenyl)vinyl)malononitrile